[Cl-].C(C(=C)C)(=O)OCC[N+](CCCCCCCCCCCCCCCC)(C)C methacryloxyethyl-dimethyl-cetyl-ammonium chloride